COC1=CC=C(CN2N=C3C(=C(C2=O)C(F)(F)F)CCC3CN([C@@H](C)C(=O)N3CCN(CC3)C3=NC=C(C#N)C=C3)C)C=C1 6-(4-(N-((2-(4-methoxybenzyl)-3-oxo-4-(trifluoromethyl)-3,5,6,7-tetrahydro-2H-cyclopenta[c]pyridazin-7-yl)methyl)-N-methyl-L-alanyl)piperazin-1-yl)nicotinonitrile